ClC1=CC=C2C(=CNC2=C1)S(=O)(=O)NC1=NC(=C(C(=N1)OC)OCC(F)F)C 6-chloro-N-[5-(2,2-difluoroethoxy)-4-methoxy-6-methyl-pyrimidin-2-yl]-1H-indole-3-sulfonamide